FC=1C=C(OCCOC2=CC=C3C(=C(C(C3=C2)=O)C=2C=NC=CC2)C2=COC=C2)C=CC1F 6-(2-(3,4-difluorophenoxy)ethoxy)-3-(furan-3-yl)-2-(pyridin-3-yl)-1H-inden-1-one